1-octadecanoyl-2-(14Z-eicosenoyl)-sn-glycero-3-phosphocholine CCCCCCCCCCCCCCCCCC(=O)OC[C@H](COP(=O)([O-])OCC[N+](C)(C)C)OC(=O)CCCCCCCCCCCC/C=C\CCCCC